BrC(C(=O)OC)C1=C2C3(C(N(C2=CC=C1)[C@H]1CC(OCC1)(C)C)=O)CC3 methyl 2-bromo-2-(1'-((R)-2,2-dimethyltetrahydro-2H-pyran-4-yl)-2'-oxospiro[cyclopropane-1,3'-indolin]-4'-yl)acetate